2-chloro-2'-(methoxymethyl)-[1,1'-biphenyl]-4-carbaldehyde ClC1=C(C=CC(=C1)C=O)C1=C(C=CC=C1)COC